propa-2-enyl methylbutanoate CC(C(=O)OCC=C)CC